1-[5-(trifluoromethyl)-3-pyridinyl]-3-(trans-4-{[6-(trifluoromethyl)-4-quinazolinyl]oxy}cyclohexyl)-2,4-imidazolidinedione FC(C=1C=C(C=NC1)N1C(N(C(C1)=O)[C@@H]1CC[C@H](CC1)OC1=NC=NC2=CC=C(C=C12)C(F)(F)F)=O)(F)F